(S)-1-(2-((6-((2-(2-hydroxyethyl)-6-methoxy-1,2,3,4-tetrahydroisoquinolin-7-yl)amino)-1H-pyrazolo[3,4-d]pyrimidin-1-yl)methyl)pyrrolidin-1-yl)ethan-1-one OCCN1CC2=CC(=C(C=C2CC1)OC)NC1=NC=C2C(=N1)N(N=C2)C[C@H]2N(CCC2)C(C)=O